N,N-dibenzyl-1-(3-fluoropropyl)azetidin-3-amine C(C1=CC=CC=C1)N(C1CN(C1)CCCF)CC1=CC=CC=C1